5-chloro-8-hydroxy-quinoline ClC1=C2C=CC=NC2=C(C=C1)O